Cl.FC(C1=CC2=C([C@@H](CO2)N)C=C1)(F)F (3S)-6-(trifluoromethyl)-2,3-dihydrobenzofuran-3-amine hydrochloride